di-tert-butyl (4-((5-nitropyridin-2-yl)oxy)-1,2-phenylene)dicarbamate [N+](=O)([O-])C=1C=CC(=NC1)OC1=CC(=C(C=C1)NC(OC(C)(C)C)=O)NC(OC(C)(C)C)=O